methyl 2-amino-6-(benzyloxy)-10-(2,6-dimethylphenoxy)-[1,2,4]triazolo[5,1-a]isoquinoline-5-carboxylate NC1=NN2C(C3=C(C=CC=C3C(=C2C(=O)OC)OCC2=CC=CC=C2)OC2=C(C=CC=C2C)C)=N1